2-chloro-7-cyclopentyl-7H-pyrrolo[2,3-D]pyrimidine-6-formic acid ClC=1N=CC2=C(N1)N(C(=C2)C(=O)O)C2CCCC2